6-(4,4-difluoropiperidin-1-yl)pyridazin-3-amine FC1(CCN(CC1)C1=CC=C(N=N1)N)F